3-chloro-5-(2H-1,2,3-triazol-2-yl)-4-[[4-[(trifluoromethyl)thio]phenyl]methyl]pyridine ClC=1C=NC=C(C1CC1=CC=C(C=C1)SC(F)(F)F)N1N=CC=N1